ClC=1C(=C(C(=S)N(C)C)C=C(C1)Cl)NC 3,5-dichloro-N,N-dimethyl-2-methylaminothio-benzamide